pentamethylcyclopentadienyl-(1-n-propyl-6,6-diethyl-1,5,6,7-tetrahydro-s-indacenyl)hafnium CC1=C(C(=C(C1([Hf]C1(C=CC2=CC=3CC(CC3C=C12)(CC)CC)CCC)C)C)C)C